3-fluoropyrazolo[1,5-a]pyridine-4-carboxylic acid FC=1C=NN2C1C(=CC=C2)C(=O)O